C(C)(C)(C)SC(C)(C)C tert-butyl sulfide